1-[4-(4,4,5,5-tetramethyl-1,3,2-dioxaborolan-2-yl)phenyl]ethanone CC1(OB(OC1(C)C)C1=CC=C(C=C1)C(C)=O)C